7-methoxy-4-((5-(naphthalen-2-ylcarbamoyl)naphthalen-2-yl)oxy)quinoline-6-carboxamide COC1=C(C=C2C(=CC=NC2=C1)OC1=CC2=CC=CC(=C2C=C1)C(NC1=CC2=CC=CC=C2C=C1)=O)C(=O)N